2-(dimethylamino)-2-methylpropanol CN(C(CO)(C)C)C